OC1=C(C(=NN1C1=CC=C(C=C1)S(=O)(=O)O)C(=O)O)N=NC1=CC=C(C=C1)S(=O)(=O)O 5-hydroxy-1-(4-sulfophenyl)-4-(4-sulfophenylazo)-3-pyrazolecarboxylic acid